cis-N-(2-chloro-4-fluoro-3-((5-fluoro-3-methyl-4-oxo-3,4-dihydroquinazolin-6-yl)oxy)phenyl)-3,4-difluoropyrrolidine-1-sulfonamide ClC1=C(C=CC(=C1OC=1C(=C2C(N(C=NC2=CC1)C)=O)F)F)NS(=O)(=O)N1C[C@H]([C@H](C1)F)F